COC1=NC(=NN2C1=C(C=C2)C2=CC=1N(C=C2)N=CC1C(=O)NC)N[C@H](C)C1COC1 (R)-5-(4-methoxy-2-((1-(oxetan-3-yl)ethyl)amino)pyrrolo[2,1-f][1,2,4]triazin-5-yl)-N-methylpyrazolo[1,5-a]pyridine-3-carboxamide